FC=1C=C(C=CC1OC1=C2C(=NC=C1)NC(N2C(C)C)=O)C=2N(C(=C(N2)C(=O)N)C(F)(F)F)C2=CC=CC=C2 (3-fluoro-4-((1-isopropyl-2-keto-2,3-dihydro-1H-imidazo[4,5-b]pyridin-7-yl)oxy)phenyl)-1-phenyl-5-(trifluoromethyl)-1H-imidazole-4-carboxamide